C(C)N(CCCNC(=O)C1=CC=C2C(=N1)SC=1N2C=C(N1)C1=CC=C(C=C1)C(NC)=O)CC N-(3-(diethylamino)propyl)-2-(4-(methylcarbamoyl)phenyl)imidazo[2',1':2,3]thiazolo[5,4-b]pyridine-7-carboxamide